NC1=C2N=CN(C2=NC(=N1)F)[C@]1([C@@](OCC1)(C#C)COP(=O)(OC1=CC=CC=C1)N[C@@H](C)C(=O)OCCCCCCCCCCCCCCCC)O Hexadecyl ((((2R,3S,5R)-(6-amino-2-fluoro-9H-purin-9-yl)-2-ethynyl-3-hydroxytetrahydrofuran-2-yl)methoxy)(phenoxy)-phosphoryl)-L-alaninate